4-cyclopropyl-1H-indole C1(CC1)C1=C2C=CNC2=CC=C1